5-(hydroxymethyl)-2-isopropylpyridin-3-ol OCC=1C=C(C(=NC1)C(C)C)O